rac-(1R,2R,3R,3aR,8bS)-2-amino-6-(4-aminobutoxy)-8-methoxy-3a-(4-methoxyphenyl)-3-phenyl-2,3,3a,8b-tetrahydro-1H-cyclopenta[b]benzofuran-1,8b-diol, di-formic acid salt C(=O)O.C(=O)O.N[C@H]1[C@H]([C@@]2([C@@](OC3=C2C(=CC(=C3)OCCCCN)OC)([C@@H]1C1=CC=CC=C1)C1=CC=C(C=C1)OC)O)O |r|